aluminum copper lead sulfate S(=O)(=O)([O-])[O-].[Pb+2].[Cu+2].[Al+3]